ClC1=CC=C(C=C1)C=1CC2(CCC2)CCC1CN1CCN(CC1)C(=O)C=1C=C2C=NC(C2=CC1)=O 5-(4-((6-(4-chlorophenyl)spiro[3.5]non-6-en-7-yl)methyl)piperazine-1-carbonyl)-1-oxoisoindole